N=1NN=NC1C=1C=CC2=C(N=C(C3=CC=NC=C23)OCCOCCCCN(C(OC(C)(C)C)=O)CC2=CC(=C(C(=C2)F)OC(F)(F)F)F)C1 tert-Butyl (4-(2-((8-(2H-tetrazol-5-yl)benzo[c][2,6]naphthyridin-5-yl)oxy)ethoxy)butyl)(3,5-difluoro-4-(trifluoromethoxy)benzyl)carbamate